phenylenebis-benzoxazinone C1(=C(C=CC=C1)C1C(NOC2=C1C=CC=C2)=O)C2C(NOC1=C2C=CC=C1)=O